2-(oxetan-3-yl)thioacetic acid-S-(2-((tetrahydro-2H-pyran-2-yl) oxy) ethyl) ester O1C(CCCC1)OCCSC(CC1COC1)=O